C(C1=CC=CC=C1)(=O)O[C@H]1[C@H](O[C@@H]([C@@H]([C@H]1OC(C1=CC=CC=C1)=O)OC(C1=CC=CC=C1)=O)SCC(C=C)O[Si](C)(C)C(C)(C)C)COC(C1=CC=CC=C1)=O (2R,3S,4S,5R,6R)-2-((benzoyloxy)methyl)-6-((2-((tert-butyldimethylsilyl)oxy)but-3-en-1-yl)thio)tetrahydro-2H-pyran-3,4,5-triyl tribenzoate